2,3-dihydrobenzofuran-5-ylboronic acid O1CCC2=C1C=CC(=C2)B(O)O